2-(1-cyano-2-(1-(3-cyano-4,5-dimethylfuran-2-yl)-2,5-dimethyl-1H-pyrrol-3-yl)vinyl)-N-(2-(dimethylamino)ethyl)-1H-benzo[d]imidazole-6-carboxamide C(#N)C(=CC1=C(N(C(=C1)C)C=1OC(=C(C1C#N)C)C)C)C1=NC2=C(N1)C=C(C=C2)C(=O)NCCN(C)C